NC=1C(=C(C=C2C=C(N=CC12)NC1=NN2CC=3N(CCC2=C1)C=CN3)C=3C(=C1C(=NC3)OC[C@@H](C1)O)C)F |r| (+/-)-6-(8-amino-3-((5,6-dihydro-11H-imidazo[1,2-a]pyrazolo[1,5-d][1,4]diazepin-8-yl)amino)-7-fluoroisoquinolin-6-yl)-5-methyl-3,4-dihydro-2H-pyrano[2,3-b]pyridin-3-ol